C(#N)C1=CC=C(C=C1)S(=O)(=O)NC1=NOC(=C1)C1=CC=CC=C1 4-cyano-N-(5-phenylisoxazol-3-yl)benzenesulfonamide